C1(C=C1)CCC(=O)[O-].[Na+] Sodium 3-(cycloprop-2-en-1-yl)propanoate